CC1=NC(=NO1)C1=CC=C2C=CN=C(C2=C1)NC=CC(=O)NC=1SC(=C(N1)C)C1(CC1)C(F)(F)F 3-[[7-(5-methyl-1,2,4-oxadiazol-3-yl)-1-isoquinolyl]amino]-N-[4-methyl-5-[1-(trifluoromethyl)cyclopropyl]thiazol-2-yl]propenamide